C(C)SC1=NC(=CC(=C1C(=O)NCC1=CC(=CC=C1)F)C)N1CC(C1)COC 2-Ethylsulfanyl-N-[(3-fluorophenyl)-methyl]-6-[3-(methoxymethyl)-azetidin-1-yl]-4-methyl-pyridine-3-carboxylic acid amide